COS(=O)(=O)CS(=O)(=O)OC Methanedisulfonic acid dimethylester